2,6-diazaspiro[3.4]octane triflate OS(=O)(=O)C(F)(F)F.C1NCC12CNCC2